C(=O)O.ClC1=C(C=C(C=C1)NC(C1=NC=CC(=C1)C(F)(F)F)=O)C1=CC2=C(N=C(N=C2)NC)N2C1=NCC2 N-(4-chloro-3-(2-(methylamino)-8,9-dihydroimidazo[1',2':1,6]pyrido[2,3-d]pyrimidin-6-yl)phenyl)-4-(trifluoromethyl)picolinamide formate